(1R)-3-(5,7-dichloro-8-fluoro-2-(methylthio)pyrido[4,3-d]pyrimidin-4-yl)cyclohexane-1-ol ClC1=NC(=C(C=2N=C(N=C(C21)C2C[C@@H](CCC2)O)SC)F)Cl